tert-butyl 3-chloro-5-(2-((4-(((6-cyclopropylimidazo[1,2-a]pyridin-2-yl)methyl)amino)pyridin-2-yl)amino)-2-oxoethyl)-1H-pyrrolo[2,3-b]pyridine-1-carboxylate ClC1=CN(C2=NC=C(C=C21)CC(=O)NC2=NC=CC(=C2)NCC=2N=C1N(C=C(C=C1)C1CC1)C2)C(=O)OC(C)(C)C